C(CCCCCCCCCCCCCCCC)[Li] heptadecyl-lithium